FC=1C=CC(=NC1)COC1=CC(N(C=C1)C=1C=CC=2C3=C(N(C2C1)C)CCNC3)=O 4-((5-fluoropyridin-2-yl)methoxy)-1-(5-methyl-2,3,4,5-tetrahydro-1H-pyrido[4,3-b]indol-7-yl)pyridin-2(1H)-one